C(C1CO1)OC(CCCCCCCCC)=O.NC1CN(C1)[C@@H](C(=O)N[C@H]1CN(C[C@H](C1)C)C1=C2N=CC=NC2=C(C=C1)C(F)(F)F)C (2R)-2-(3-Aminoazetidin-1-yl)-N-[(3R,5S)-5-methyl-1-[8-(trifluoromethyl)quinoxalin-5-yl]piperidin-3-yl]propanamide glycidyl-normal decanoate